CN1C(C2=C(C=C1C)OC(N2)=O)=O 5,6-dimethyloxazolo[4,5-c]pyridine-2,4(3H,5H)-dione